6-fluoro-N-(2-(2-methyl-2,5-dihydro-1H-pyrrol-3-yl)thieno[2,3-b]pyridin-4-yl)benzo[d]thiazol-5-amine FC1=CC2=C(N=CS2)C=C1NC1=C2C(=NC=C1)SC(=C2)C=2C(NCC2)C